CN(C(=O)C1(CCC(CC1)=O)C1=CC=CC=C1)C N,N-dimethyl-4-oxo-1-phenylcyclohexane-1-carboxamide